C(C)NCC ethyl-(ethyl)amine